C1(CC1)[C@@H]1N(CCN(C1)C=1N=NC(=CN1)C1=NC=C(C=C1OCOC)C1=CC=2C(N=C1)=NN(N2)C)C(=O)OC(C)(C)C tert-butyl (S)-2-cyclopropyl-4-(6-(3-(methoxymethoxy)-5-(2-methyl-2H-[1,2,3]triazolo[4,5-b]pyridin-6-yl)pyridin-2-yl)-1,2,4-triazin-3-yl)piperazine-1-carboxylate